1-(4-Iodobenzyl)pseudouridine IC1=CC=C(CN2C=C([C@H]3[C@H](O)[C@H](O)[C@@H](CO)O3)C(NC2=O)=O)C=C1